6-chloro-3-(((1R)-1-(3-cyano-2-(6,6-difluoro-3-azabicyclo[3.1.0]hexan-3-yl)-7-methyl-4-oxo-4H-pyrido[1,2-a]pyrimidin-9-yl)ethyl)amino)picolinic acid ClC1=CC=C(C(=N1)C(=O)O)N[C@H](C)C1=CC(=CN2C1=NC(=C(C2=O)C#N)N2CC1C(C1C2)(F)F)C